N-tert-Butoxycarbonyl-N-[4-nitro-2-(trifluoromethyl)phenyl]carbamic acid tert-butyl ester C(C)(C)(C)OC(N(C1=C(C=C(C=C1)[N+](=O)[O-])C(F)(F)F)C(=O)OC(C)(C)C)=O